CN1C(C(=C(C2=CC=CC=C12)N1CC[C@@H](CCC1)C1=CC=CC=C1)C#N)=O |r| (Rac)-1-methyl-2-oxo-4-[4-phenylazepan-1-yl]-1,2-dihydro-quinoline-3-carbonitrile